5-(6-(2-hydroxy-6-methyl-4-(trifluoromethyl)phenyl)-4-methyl-2H-pyrazolo[3,4-b]pyridin-2-yl)piperidin-2-one OC1=C(C(=CC(=C1)C(F)(F)F)C)C=1C=C(C=2C(N1)=NN(C2)C2CCC(NC2)=O)C